2-(4-((4-(4-Fluorophenyl)-5-oxo-4,5-dihydro-1H-1,2,4-triazol-1-yl)methyl)-2-methylphenoxy)-2-methylpropionic acid FC1=CC=C(C=C1)N1C=NN(C1=O)CC1=CC(=C(OC(C(=O)O)(C)C)C=C1)C